OC=1C(=NC=CC1)NC=1SC([C@H](N1)C(=O)O)(C)C (R)-2-(3-hydroxy-pyridin-2-ylamino)-5,5-dimethyl-4,5-dihydro-thiazole-4-carboxylic acid